(R)-5-(1-isopropyl-2-methyl-1H-imidazo[4,5-b]pyridin-6-yl)-N-(1-methoxypropan-2-yl)pyrrolo[2,1-f][1,2,4]triazin-2-amine C(C)(C)N1C(=NC2=NC=C(C=C21)C=2C=CN1N=C(N=CC12)N[C@@H](COC)C)C